(R)-(3-{[(6-fluoro-7-methoxyquinolin-4-yl)oxy]methyl}phenyl)(imino)methyl-λ6-sulfanone FC=1C=C2C(=CC=NC2=CC1OC)OCC=1C=C(C=CC1)[SH2](=O)C=N